BrCC(=O)C1=C(C=C(C=C1)C1=CC=C(C=C1)F)S(=O)(=O)CC 2-bromo-1-[2-ethylsulfonyl-4-(4-fluorophenyl)phenyl]ethanone